3-(5-amino-4-chloro-2-fluoro-phenyl)-1,5-dimethyl-6-thioxo-1,3,5-triazinane-2,4-dione NC=1C(=CC(=C(C1)N1C(N(C(N(C1=O)C)=S)C)=O)F)Cl